3,4',5-trihydroxy-1,2-diphenylethylene OC=1C=C(C=C(C1)O)C=CC1=CC=C(C=C1)O